N-[(3R)-1-{5-[2-(3,5-difluoropyridin-2-yl)-4,6-difluorophenyl]-4,5-dihydro-1,2-oxazol-3-yl}-4,4-difluoropyrrolidin-3-yl]methanesulfonamide FC=1C(=NC=C(C1)F)C1=C(C(=CC(=C1)F)F)C1CC(=NO1)N1C[C@H](C(C1)(F)F)NS(=O)(=O)C